FC=1C(=C(C=CC1F)[C@@H]1[C@H](O[C@]([C@@H]1C)(C(F)(F)F)C)C(=O)NC1=CC(=NC=C1)C(=O)N)O 4-((2S,3R,4R,5R)-3-(3,4-difluoro-2-hydroxyphenyl)-4,5-dimethyl-5-(trifluoromethyl)tetrahydrofuran-2-carboxamido)picolinamide